NC1=NC=C(C2=C1C(=C(S2)C2=C(C=C(C=C2)NC(C(=C)CN2CCOCC2)=O)C)C2=CC(=C(C=C2)OC2=NC=CC(=N2)C)F)Br N-(4-(4-amino-7-bromo-3-(3-fluoro-4-((4-methylpyrimidin-2-yl)oxy)phenyl)thieno[3,2-c]pyridin-2-yl)-3-methylphenyl)-2-(morpholinomethyl)acrylamide